(Z)-2-(4-bromobenzylidene)indolin-3-one BrC1=CC=C(\C=C\2/NC3=CC=CC=C3C2=O)C=C1